3-[difluoro(methoxy)methyl]-6-[6-[(1R)-1-(trifluoromethyl)propoxy]-3-pyridinyl]-[1,2,4]triazolo[4,3-a]pyrazine FC(C1=NN=C2N1C=C(N=C2)C=2C=NC(=CC2)O[C@H](CC)C(F)(F)F)(OC)F